(S)-4-amino-7-fluoro-N-methyl-N-(6-(1-methyl-1H-pyrazol-4-yl)-2,3-dihydrobenzofuran-3-yl)imidazo[1,5-a]quinoxaline-8-carboxamide NC=1C=2N(C3=CC(=C(C=C3N1)F)C(=O)N([C@@H]1COC3=C1C=CC(=C3)C=3C=NN(C3)C)C)C=NC2